Ethyl (E)-3-(1-(3,5-bis(trifluoromethyl)benzyl)-4-bromo-1H-pyrrolo[2,3-b]pyridin-3-yl)-2-cyanoacrylate FC(C=1C=C(CN2C=C(C=3C2=NC=CC3Br)/C=C(/C(=O)OCC)\C#N)C=C(C1)C(F)(F)F)(F)F